2-(methylsulfanyl)-8-[(1r,4r)-4-aminocyclohexyl]-5-[2-(triisopropylsilyl)ethynyl]pyrido[2,3-d]pyrimidin-7-one CSC=1N=CC2=C(N1)N(C(C=C2C#C[Si](C(C)C)(C(C)C)C(C)C)=O)C2CCC(CC2)N